Cobalt(III) oxid [Co+]=O